methyl cis-2-(((1-(4-methylpyrimidin-2-yl)piperidin-4-yl)oxy)methyl)-3-((methylsulfonyl)amino)piperidine-1-carboxylate hydrochloride Cl.CC1=NC(=NC=C1)N1CCC(CC1)OC[C@@H]1N(CCC[C@@H]1NS(=O)(=O)C)C(=O)OC